(S)-N-(4-cyano-3-(trifluoromethyl)phenyl)-3-(7-fluoro-3,4-dihydroisoquinolin-2(1H)-yl)-2-hydroxy-2-methylpropanamide C(#N)C1=C(C=C(C=C1)NC([C@@](CN1CC2=CC(=CC=C2CC1)F)(C)O)=O)C(F)(F)F